N-(5-((6-((R)-3-(2,3-dichlorophenyl)isoxazolidine-2-yl)pyrimidine-4-yl)amino)-4-methoxy-2-(4-methylpiperazine-1-yl)phenyl)acrylamide ClC1=C(C=CC=C1Cl)[C@@H]1N(OCC1)C1=CC(=NC=N1)NC=1C(=CC(=C(C1)NC(C=C)=O)N1CCN(CC1)C)OC